tert-butyl 3-(2-oxo-2-(2-(trifluoromethyl)phenyl)ethyl)piperidine-1-carboxylate O=C(CC1CN(CCC1)C(=O)OC(C)(C)C)C1=C(C=CC=C1)C(F)(F)F